ClC=1C=C(C=C(C1)F)C1=CCC(CN1C(=O)OC(C)(C)C)C tert-butyl 6-(3-chloro-5-fluoro-phenyl)-3-methyl-3,4-dihydro-2H-pyridine-1-carboxylate